N,N'-di-beta-naphthyl-p-phenylenediamine C1=CC=C2C=C(C=CC2=C1)NC3=CC=C(C=C3)NC4=CC5=CC=CC=C5C=C4